N-methoxy-N,7-dimethyl-8-oxo-9-(tetrahydro-2H-pyran-4-yl)-8,9-dihydro-7H-purine-2-carboxamide CON(C(=O)C1=NC=C2N(C(N(C2=N1)C1CCOCC1)=O)C)C